(R)-1-cyclobutyl-3-(5-(difluoromethoxy)-2-fluorophenyl)-N-(3-methyl-1,1-dioxidothietan-3-yl)-4,5,6,7-tetrahydro-1H-indazole-6-carboxamide C1(CCC1)N1N=C(C=2CC[C@H](CC12)C(=O)NC1(CS(C1)(=O)=O)C)C1=C(C=CC(=C1)OC(F)F)F